C(C)(C)(C)C1=CC=C(CN2N=C(N(C2=O)CC)CCCC=2C=C(C=CC2)C2=CC(=CC=C2)CC(=O)O)C=C1 2-(3'-(3-(1-(4-(tert-butyl)benzyl)-4-ethyl-5-oxo-4,5-dihydro-1H-1,2,4-triazol-3-yl)propyl)-[1,1'-biphenyl]-3-yl)acetic acid